5-(2-(tert-butylamino)-2-oxoacetyl)-N-(4-fluoro-3-(1H-1,2,4-triazol-3-yl)phenyl)-1,2,4-trimethyl-1H-pyrrole-3-carboxamide C(C)(C)(C)NC(C(=O)C1=C(C(=C(N1C)C)C(=O)NC1=CC(=C(C=C1)F)C1=NNC=N1)C)=O